ClC=1C=C(/C=C/C2=NC=CC3=CC=CC=C23)C=CC1 (E)-1-(3-chlorostyryl)isoquinoline